(S)-4-isopropyl-oxazolidin-2-one C(C)(C)[C@@H]1NC(OC1)=O